ClC1=C(C(=CC=C1)OC)C=1CCCC2=C(C1C1=CC=C(C=C1)C=C1CN(C1)CCCF)C=CC(=C2)C(=O)O 8-(2-chloro-6-methoxyphenyl)-9-(4-((1-(3-fluoropropyl)azetidin-3-ylidene)methyl)phenyl)-6,7-dihydro-5H-benzo[7]annulene-3-carboxylic acid